C(C1=CC=CC=C1)N1CCNCCNCCC1 7-benzyl-1,4,7-triazecane